5,5'-(heptane-1,7-diyl)dinicotinamide C(CCCCCCC=1C=NC=C(C(=O)N)C1)C=1C=NC=C(C(=O)N)C1